C(CCCC)(=O)C=1C(=C(C(=O)O)C=CC1)N m-pentanoyl-aminobenzoic acid